C(CC=C)[Si](CC)(CCC=C)CCC=C tri-3-butenyl-ethylsilane